7-((1H-indol-6-yl)amino)-4-(trifluoromethyl)-2H-benzopyran-2-one N1C=CC2=CC=C(C=C12)NC1=CC2=C(C(=CC(O2)=O)C(F)(F)F)C=C1